2,2-diethyl-6-(5-(2-methylpyridin-3-yl)-1,3,4-thiadiazol-2-yl)chroman-4-one C(C)C1(OC2=CC=C(C=C2C(C1)=O)C=1SC(=NN1)C=1C(=NC=CC1)C)CC